[N+](=O)([O-])O[C@@H](COCCC(=O)OC)CO[N+](=O)[O-] methyl 3-[(2S)-2,3-bis(nitrooxy) propoxy]propanoate